6-(4-methoxyphenyl)-5-methyl-2-phenylpyrazolo[1,5-a]pyrimidin-7(3H)-one COC1=CC=C(C=C1)C1=C(N=C2N(C1=O)N=C(C2)C2=CC=CC=C2)C